tert-butyl 2-(4-(3-((2,6-dioxopiperidin-3-yl)amino)-1H-pyrazol-1-yl)piperidin-1-yl)acetate O=C1NC(CCC1NC1=NN(C=C1)C1CCN(CC1)CC(=O)OC(C)(C)C)=O